6-(4-((2R,6R)-1-acetyl-4-acryloyl-6-methylpiperazin-2-yl)-6-chloropyridin-2-yl)-2-methoxy-N-methylpyrimidine-4-carboxamide C(C)(=O)N1[C@@H](CN(C[C@H]1C)C(C=C)=O)C1=CC(=NC(=C1)Cl)C1=CC(=NC(=N1)OC)C(=O)NC